N[C@H]1C(C(=C(C([C@@H]1C1=C(C2=NC(=CC(=C2S1)NC([2H])([2H])C1=CC=CC=C1)Cl)C)([2H])[2H])[2H])[2H])([2H])[2H] 2-((1S,6S)-6-aminocyclohex-3-en-1-yl-2,2,3,4,5,5-d6)-5-chloro-3-methyl-N-(phenylmethyl-d2)thieno[3,2-b]pyridin-7-amine